CC1=C(C=CC=C1C)C(C)C=1NC=NC1 4-[1-(2,3-Dimethyl-phenyl)ethyl]-3H-imidazole